4-(4-chlorophenyl)-4-piperidinol ClC1=CC=C(C=C1)C1(CCNCC1)O